C(C1=CC=CC=C1)N(CCO)CCCC(C)NC1=NC=NC2=CC(=CC=C12)F 2-(Benzyl(4-((7-fluoroquinazolin-4-yl)amino)pentyl)amino)ethan-1-ol